The molecule is a prenol phosphate comprising (2E)-4-hydroxy-3-methylbut-2-en-1-ol having an O-diphosphate substituent. It has a role as an epitope, a phosphoantigen and an Escherichia coli metabolite. It is a conjugate acid of a (2E)-4-hydroxy-3-methylbut-2-enyl diphosphate(3-). C/C(=C\\COP(=O)(O)OP(=O)(O)O)/CO